tert-butyl ((2R,3S)-1-(4-(2,6-dioxopiperidin-3-yl)-3,5-difluorophenyl)-2-methylazetidin-3-yl)carbamate O=C1NC(CCC1C1=C(C=C(C=C1F)N1[C@@H]([C@H](C1)NC(OC(C)(C)C)=O)C)F)=O